C(C)C1=CC(=NO1)C1=CC2=C([C@@H](CO2)NC(=O)C2=CC=NN2C)C=C1 (S)-N-(6-(5-ethylisoxazol-3-yl)-2,3-dihydrobenzofuran-3-yl)-1-methyl-1H-pyrazole-5-carboxamide